ClC=1C=C(C=CC1F)[C@@H]1[C@H](C1)B1OC(C(O1)(C)C)(C)C 2-((1S,2S)-2-(3-chloro-4-fluorophenyl)cyclopropyl)-4,4,5,5-tetramethyl-1,3,2-dioxaborolane